1-[[2-(difluoro-methoxy)pyridin-4-yl]methyl]-3-(1,1,1,3,3,3-hexafluoropropan-2-yl)urea FC(OC1=NC=CC(=C1)CNC(=O)NC(C(F)(F)F)C(F)(F)F)F